(S)-2-(1-(4-cyano-5,5-difluoro-3-(2-methylazetidin-1-yl)-6,7-dihydro-5H-cyclopenta[c]pyridin-1-yl)azetidin-3-yl)acetic acid C(#N)C=1C2=C(C(=NC1N1[C@H](CC1)C)N1CC(C1)CC(=O)O)CCC2(F)F